8-((2S,5R)-5-ethyl-4-((4-fluorophenyl)(5-(trifluoromethyl)pyridin-2-yl)methyl)-2-methylpiperazin-1-yl)-6-hydrazino-1,5-naphthyridine-2-carbonitrile C(C)[C@H]1N(C[C@@H](N(C1)C=1C=C(N=C2C=CC(=NC12)C#N)NN)C)C(C1=NC=C(C=C1)C(F)(F)F)C1=CC=C(C=C1)F